CNC1C(CCCC1)NC (+)-N,N'-dimethyl-1,2-cyclohexanediamine